C[C@@H]1COCCN1C1=NN2C(C(N[C@H](C2)C(F)(F)F)=O)=C1 (R)-2-((R)-3-methylmorpholino)-6-(trifluoromethyl)-6,7-dihydropyrazolo[1,5-a]pyrazin-4(5H)-one